C(C)(=O)N1[C@H]2CN([C@H]2CC1)C(=O)OC(C)(C)C tert-butyl (1S,5S)-2-acetyl-2,6-diazabicyclo[3.2.0]heptane-6-carboxylate